tert-butyl 2-(tert-butoxycarbonylamino)-6-hydroxycaproate C(C)(C)(C)OC(=O)NC(C(=O)OC(C)(C)C)CCCCO